FC1=C(C=C(C=C1)F)C(C1(CC1)C#CC#CC=1C=CNC1)N1N=C2C=CC=CC2=C1 4-((1-((2,5-Difluorophenyl)(2H-indazol-2-yl)methyl)cyclopropyl)but-1,3-diyn-1-yl)-1H-pyrrole